C12(CC3CC(CC(C1)C3)C2)C=2C=C(C=C(C2)Br)N(C2=CC=CC3=C2SC2=C3C=CC=C2)C2=CC=CC=C2 N-(3-((3r,5r,7r)-adamantan-1-yl)-5-bromophenyl)-N-phenyldibenzo[b,d]thiophen-4-amine